COC(=O)C=1C=CC2=C(N(C(=N2)C2CC23CCN(CC3)C3NC(C(CC3F)F)OCC3=CC2=CN(N=C2C=C3)C)C[C@H]3OCC3)C1 (6-(3,5-difluoro-6-((2-methyl-2H-indazol-5-yl)methoxy)piperidin-2-yl)-6-azaspiro[2.5]oct-1-yl)-1-((S)-oxetan-2-ylmethyl)-1H-benzo[d]imidazole-6-carboxylic acid methyl ester